FC(CN1C(=NC=2C1=NC(=CC2)C=2C=CN1N=C(N=CC12)N[C@H]1[C@@H](CN(CC1)C(=O)OC(C)(C)C)F)C)F tert-butyl (3R,4R)-4-((5-(3-(2,2-difluoroethyl)-2-methyl-3H-imidazo[4,5-b]pyridin-5-yl)pyrrolo[2,1-f][1,2,4]triazin-2-yl)amino)-3-fluoropiperidine-1-carboxylate